1-(2-chloro-4-methoxy-phenyl)sulfonyl-N-[(5-methylpyrazin-2-yl)methyl]pyrazole-3-carboxamide ClC1=C(C=CC(=C1)OC)S(=O)(=O)N1N=C(C=C1)C(=O)NCC1=NC=C(N=C1)C